1,4-Bis(cyanoethoxy)butane C(#N)CCOCCCCOCCC#N